C(C)C=1C=CC(=NC1C(F)(F)F)OC1CCC2(CN(C2)C(=O)C2CC(C2)(C)O)CC1 (7-((5-ethyl-6-(trifluoromethyl)pyridin-2-yl)oxy)-2-azaspiro[3.5]non-2-yl)((1s,3s)-3-hydroxy-3-methylcyclobutyl)methanone